1-Boc-4-bromomethylpiperidine C(=O)(OC(C)(C)C)N1CCC(CC1)CBr